4-(3-(3-Chlorophenyl)-1H-pyrrolo[3,2-c]pyridin-4-yl)morpholin ClC=1C=C(C=CC1)C1=CNC2=C1C(=NC=C2)N2CCOCC2